(4-((7-Ethyl-6-oxo-5,6-dihydro-1,5-naphthyridin-3-yl)methyl)piperazin-1-yl)-N-((1R,2S)-2-fluorocyclopropyl)pyridinecarboxamide C(C)C=1C(NC=2C=C(C=NC2C1)CN1CCN(CC1)C=1C(=NC=CC1)C(=O)N[C@H]1[C@H](C1)F)=O